C1CCN(C(=NS(=O)(=O)C2=CC=C(C=C2)Cl)C1)CCC3=CC=C(C=C3)[N+](=O)[O-] 1-(4-Nitrophenylethyl)piperidylidene-2-(4-chlorophenyl)sulfonamide